NC1=NC=CC(=C1)C=1NC2=CC=C(C=C2C1C(C)C)C(=O)NC1CCC(CC1)N(C)C 2-(2-Aminopyridin-4-yl)-N-(4-(dimethylamino)cyclohexyl)-3-isopropyl-1H-indole-5-carboxamide